C(C)(=O)C1(O)[C@](O)([C@@](O)([C@@H](O1)C(O)C(C)=O)C(C)=O)C(C)=O 1,2,3,5-tetraacetyl-L-arabinofuranose